N-(trans-4-((5-cyano-4-(oxetan-3-ylamino)pyrimidin-2-yl)amino)cyclohexyl)-N-(5-(2-methoxypyrimidin-5-yl)pyridin-2-yl)-2-phenylazetidine-1-carboxamide C(#N)C=1C(=NC(=NC1)N[C@@H]1CC[C@H](CC1)N(C(=O)N1C(CC1)C1=CC=CC=C1)C1=NC=C(C=C1)C=1C=NC(=NC1)OC)NC1COC1